C(C)(C)(C)C1=NCC=C(C1)C=1C=C2C(=CC(=NC2=CC1)C)N[C@H](C)C1=C(C(=CC=C1)C(F)F)F Tert-butyl-(R)-4-(4-((1-(3-(difluoromethyl)-2-fluorophenyl)ethyl)amino)-2-methylquinolin-6-yl)-3,6-dihydropyridin